ClC1=NN=C(C2=CC=CC=C12)C1=CC=C(C=C1)Cl 1-chloro-4-(4-chlorophenyl)phthalazine